COC(C(CCCC)CC)=O methyl-2-ethylhexanoate